N-(4-Fluorobenzyl)-2,4-dihydroxy-5-isopropylbenzamide FC1=CC=C(CNC(C2=C(C=C(C(=C2)C(C)C)O)O)=O)C=C1